C(C)(CC)C1C=CC2=CC=3CCCC3C=C12.[Li] lithium 1-(sec-butyl)-1,5,6,7-tetrahydro-s-indacene